4-amino-N,N-bis(4-aminophenyl)-N-methylbenzylammonium iodate I(=O)(=O)[O-].NC1=CC=C(C[N+](C)(C2=CC=C(C=C2)N)C2=CC=C(C=C2)N)C=C1